2-(6-(1-((1R,2R,3R,5S)-2-fluoro-7-methyl-9-azabicyclo[3.3.1]nonan-3-yl)vinyl)pyridazin-3-yl)-5-(1H-imidazol-1-yl)phenol F[C@H]1[C@H]2CC(C[C@@H](C[C@@H]1C(=C)C1=CC=C(N=N1)C1=C(C=C(C=C1)N1C=NC=C1)O)N2)C